L-3-mercapto-1-propanesulfonic acid sodium [Na].SCCCS(=O)(=O)O